(4-isopropyl-4H-1,2,4-triazol-3-yl)pyridine-2,3-diamine C(C)(C)N1C(=NN=C1)C1=C(C(=NC=C1)N)N